5-(5-((2-chloropyridin-4-yl)oxy)-6-methylpyridin-2-yl)-3-methyl-2-(methylthio)pyrimidin-4(3H)-one ClC1=NC=CC(=C1)OC=1C=CC(=NC1C)C=1C(N(C(=NC1)SC)C)=O